OC=1N=CC(=NC1)C(=O)N1CC2(CNC2)C(C1)CS(=O)(=O)CC1=NC(=CC=C1)C1=CC=C(C=C1)C(F)(F)F (5-Hydroxypyrazin-2-yl)(8-((((6-(4-(trifluoromethyl)phenyl)pyridin-2-yl)methyl)sulfonyl)methyl)-2,6-diazaspiro[3.4]octan-6-yl)methanone